Cl.NC1=C2N(C(N(C2=NC=N1)[C@@H]1C(CN(CC1)C1CCNCC1)(F)F)=O)C1=CC=C(C=C1)OC1=CC=CC=C1 6-amino-9-[(4S)-3,3-difluoro-[1,4'-bipiperidin]-4-yl]-7-(4-phenoxyphenyl)purin-8-one hydrochloride